hydroxysulfite OS(=O)([O-])[O-]